[Na].BrC1=CC=C(C(=O)NNC(=O)N2[C@@H](CCC2)C(=O)NC=2C=NC=CC2)C=C1 (S)-1-(2-(4-bromobenzoyl)hydrazinecarbonyl)-N-(pyridin-3-yl)pyrrolidine-2-carboxamide sodium